FC(C(=O)NCC1=CC=C(C=C1)[C@@H]1NC[C@H](CC1)C)(F)F |r| rac-2,2,2-Trifluoro-N-[[4-[(2R,5S)-5-methyl-2-piperidyl]phenyl]methyl]acetamide